tert-Butyl 2-(4-methoxy-3-(trifluoromethyl)phenyl)-7-azaspiro[3.5]nonane-7-carboxylate COC1=C(C=C(C=C1)C1CC2(C1)CCN(CC2)C(=O)OC(C)(C)C)C(F)(F)F